C(OC(C)C(F)(F)F)([O-])=O trifluoromethyl-ethyl carbonate